COC1=C(C=C(C=C1)OC)NC(=O)NS(=O)(=O)C=1OC=C(C1)C(C)(C)O N-((2,5-dimethoxyphenyl)carbamoyl)-4-(2-hydroxypropan-2-yl)furan-2-sulfonamide